6-(N-tert-butoxycarbonyl-S-methyl-sulfonimidoyl)pyridine-3-carboxylic Acid C(C)(C)(C)OC(=O)N=S(=O)(C)C1=CC=C(C=N1)C(=O)O